4-(2-(2-(trifluoromethyl)pyridin-3-yl)azetidin-1-yl)pyrido[2,3-d]pyrimidin FC(C1=NC=CC=C1C1N(CC1)C=1C2=C(N=CN1)N=CC=C2)(F)F